tert-Butyl 4-[2-[[6-[[2-chloro-6-[3-[2-[1-(trifluoromethyl)cyclopropyl]ethoxy]pyrazol-1-yl]pyridine-3-carbonyl]sulfamoyl]-2-pyridyl]amino]ethoxy]-2,2-dimethyl-pyrrolidine-1-carboxylate ClC1=NC(=CC=C1C(=O)NS(=O)(=O)C1=CC=CC(=N1)NCCOC1CC(N(C1)C(=O)OC(C)(C)C)(C)C)N1N=C(C=C1)OCCC1(CC1)C(F)(F)F